(Z)-1-(2-(4-(benzyloxy)-3-chlorophenyl)-4-methoxybenzofuran-5-yl)-3-hydroxy-3-phenylprop-2-en-1-one C(C1=CC=CC=C1)OC1=C(C=C(C=C1)C=1OC2=C(C1)C(=C(C=C2)C(\C=C(\C2=CC=CC=C2)/O)=O)OC)Cl